CC1=CC(=NC(=C1)C)C=1CC=NCC1 4,6-dimethyl-3',6'-dihydro-[2,4'-bipyridine]